(S)-ethyl 3-((R)-1,1-dimethylethylsulfinamido)-3-(4-fluoro-2',3',6'-trimethyl-5-(trifluoromethyl)biphenyl-3-yl)propanoate CC(C)(C)[S@@](=O)N[C@@H](CC(=O)OCC)C=1C=C(C=C(C1F)C(F)(F)F)C1=C(C(=CC=C1C)C)C